ethyl 5-(2,6-difluorobenzyl)-4H-1,2,4-triazole-3-carboxylate FC1=C(CC=2NC(=NN2)C(=O)OCC)C(=CC=C1)F